O=C1N(C2=NC(=NC=C2N1C1=CC=C(C(=O)O)C=C1)NC1=CC=C(C=C1)OC(F)(F)F)[C@@H]1CN(CC1)CC1(CC1)C(F)(F)F 4-(8-oxo-2-{[4-(trifluoromethoxy)phenyl]amino}-9-[(3S)-1-{[1-(trifluoromethyl)cyclopropyl]methyl}-3-pyrrolidinyl]-8,9-dihydro-7H-purin-7-yl)benzoic acid